3-bromo-2-(chloromethyl)-6,7-difluoro-1-methylquinolin-4(1H)-one BrC1=C(N(C2=CC(=C(C=C2C1=O)F)F)C)CCl